5-(1-(1-methylcyclopentyloxy)ethoxycarbonyl)-7-oxo-bicyclo[2.2.1]Hept-2-ene CC1(CCCC1)OC(C)OC(=O)C1C2C=CC(C1)C2=O